tert-butyl 4-(pyrimidin-4-yl)piperidine-1-carboxylate N1=CN=C(C=C1)C1CCN(CC1)C(=O)OC(C)(C)C